4-(2,6-dichloro-9H-purinyl)methyl-benzoic acid ClC1=NC(=C2N=CN(C2=N1)CC1=CC=C(C(=O)O)C=C1)Cl